BrC=1C(=CC=C2C(=C(C=NC12)C(=O)O)O)F 8-Bromo-7-fluoro-4-hydroxyquinoline-3-carboxylic acid